2,3-difluoro-4-[(6S)-6-(2-methoxy-2-oxoethyl)-2,3,9-trimethyl-6H-thieno[3,2-f][1,2,4]triazolo[4,3-a][1,4]diazepin-4-yl][1,1'-biphenyl]-4-carboxylic acid FC1=C(C=CC(C1F)(C(=O)O)C1=N[C@H](C=2N(C3=C1C(=C(S3)C)C)C(=NN2)C)CC(=O)OC)C2=CC=CC=C2